2-((2-aminopyrimidin-4-yl)oxy)ethan-1-ol NC1=NC=CC(=N1)OCCO